methyl-isopropenyl-α,α-dimethylbenzyl isocyanate CC=1C(=C(C(C)(C)N=C=O)C=CC1)C(=C)C